2-acetoxy-3-thiomorpholinyl propionate C(CC)(=O)OC1NCCSC1OC(C)=O